COC1=C(C=CC=C1)N1C=NC=C1C(=O)N 1-(2-methoxyphenyl)-1H-imidazole-5-carboxamide